rac-vinylbis(1-indenyl)zirconium dichloride [Cl-].[Cl-].C(=C)[Zr+2](C1C=CC2=CC=CC=C12)C1C=CC2=CC=CC=C12